(6-(1-methyl-1H-pyrazol-4-yl)isoquinolin-3-yl)carbamic acid tert-butyl ester C(C)(C)(C)OC(NC=1N=CC2=CC=C(C=C2C1)C=1C=NN(C1)C)=O